6-chloro-4-ethyl-5-(trifluoromethyl)pyridin-2-amine ClC1=C(C(=CC(=N1)N)CC)C(F)(F)F